CC12C=C(C=CC2=CCCC1C)C(CO)(CO)O 4a,5-dimethyl-3-(1,2,3-trihydroxypropan-2-yl)-4a,5,6,7-tetrahydronaphthalene